Methyl (4Z,7Z,10Z,13Z,16Z,19Z)-Docosa-4,7,10,13,16,19,21-heptaenoate C(CC\C=C/C\C=C/C\C=C/C\C=C/C\C=C/C\C=C/C=C)(=O)OC